FC1=NC=NC(=C1)N1[C@H](CNCC1)COC (R)-4-fluoro-6-(2-(methoxymethyl)piperazin-1-yl)pyrimidine